NormalButylLithium C(CCC)[Li]